Tetrabromophthalat BrC=1C(=C(C(=C(C1C(=O)[O-])C(=O)[O-])Br)Br)Br